SC1=C(C(=O)OC)C=CN=C1 Methyl 3-mercaptoisonicotinate